N-(4-cyano-3-methoxy-phenyl)-3-[6-(cyclopropanecarbonylamino)-3-pyridyl]-N,7-dimethyl-benzimidazole-5-carboxamide C(#N)C1=C(C=C(C=C1)N(C(=O)C1=CC2=C(N=CN2C=2C=NC(=CC2)NC(=O)C2CC2)C(=C1)C)C)OC